Racemic-(1S,2S)-1-(trifluoromethyl)-2-vinylcyclopropane-1-carboxylic acid ethyl ester C(C)OC(=O)[C@]1([C@@H](C1)C=C)C(F)(F)F |r|